C1(=CC=CC=C1)P(C(C1=C(C=C(C(=C1)C)C)C)=O)(C(C1=C(C=C(C(=C1)C)C)C)=O)=O phenyl-bis(2,4,5-trimethylbenzoyl)phosphine oxide